C(C1=CC=CC=C1)OC(=O)N[C@H]1CN(CCC1)C=1C2=C(N=C(N1)C)CN(CC2)C(=O)OC(C)(C)C tert-butyl (R)-4-(3-(((benzyloxy) carbonyl) amino) piperidin-1-yl)-2-methyl-5,8-dihydropyrido[3,4-d]pyrimidine-7(6H)-carboxylate